CC=1C=CC=2N(C1)N=C(C2)[C@H]2N(CCC1=C2N=CN1)C(=O)C=1OC(=NN1)C1=NC=CC=C1 (S)-(4-(6-methylpyrazolo[1,5-a]pyridin-2-yl)-6,7-dihydro-1H-imidazo[4,5-c]pyridin-5(4H)-yl)(5-(pyridin-2-yl)-1,3,4-oxadiazol-2-yl)methanone